[Ni]=O nickelous oxide